9-chloro-7-(4-methylphenoxy)-1,2,3,4-tetrahydroacridine ClC=1C2=CC(=CC=C2N=C2CCCCC12)OC1=CC=C(C=C1)C